(-)-cis-3,3',4',5,7-Pentahydroxyflavane calcium bromide Dihydrate O.O.[Br-].[Ca+2].O[C@@H]1[C@@H](OC2=CC(=CC(=C2C1)O)O)C1=CC(=C(C=C1)O)O.[Br-]